2-Phenyl-N-(5-(4-((5-(2-phenylacetamido)-1,3,4-thiadiazol-2-yl)amino)piperidin-1-yl)-1,3,4-thiadiazol-2-yl)acetamide C1(=CC=CC=C1)CC(=O)NC=1SC(=NN1)N1CCC(CC1)NC=1SC(=NN1)NC(CC1=CC=CC=C1)=O